FC[C@@H](CC(C)C)N |r| (±)-1-fluoro-4-methyl-pentan-2-amine